FC=1C=CC2=C(C(OC3=NC4=C(C(NCCO2)=O)C=NN4C=C3)C)C1 11-fluoro-13-methyl-6,7-dihydro-13H-1,15-ethenopyrazolo[4,3-f][1,10,4,8]benzodioxadiazacyclotridecin-4(5H)-one